CC(CO)C1=CC=CC=C1 beta-methyl-phenethyl alcohol